TETRAKIS(HYDROXYMETHYL)PHOSPHONIUM OC[P+](CO)(CO)CO